ClC=1C=CC2=C(C[N+](CC=3N2C(=NN3)C3CCC(CC3)OC3=NC=CC=C3)([O-])C)C1 8-chloro-5-methyl-5-oxido-1-[4-(2-pyridyloxy)cyclohexyl]-4,6-dihydro-[1,2,4]triazolo[4,3-a][1,4]benzodiazepin-5-ium